C(CCC(=O)C)(=O)O anti-levulinic acid